N=1C=NN2C1C(=CC=C2)CN[C@H]2C[C@@H]([C@@H](CC2)NCC2=CC1=C(N(C(N1C)=O)C)C=C2F)F 5-((((1R,2S,4R)-4-(([1,2,4]triazolo[1,5-a]pyridin-8-ylmethyl)amino)-2-fluorocyclohexyl)amino)methyl)-6-fluoro-1,3-dimethyl-1,3-dihydro-2H-benzo[d]imidazol-2-one